(3Z)-3-hexenyl-magnesium iodide C(C\C=C/CC)[Mg]I